1-((1R,5R)-6-(6-fluoro-2-((tetrahydro-1H-pyrrolizin-7a(5H)-yl)methoxy)-7-(5,6,7,8-tetrahydroisoquinolin-4-yl)quinazolin-4-yl)-2,6-diazabicyclo[3.2.0]hept-2-yl)prop-2-en-1-one FC=1C=C2C(=NC(=NC2=CC1C1=CN=CC=2CCCCC12)OCC12CCCN2CCC1)N1[C@@H]2CCN([C@@H]2C1)C(C=C)=O